3-methyl-1,2-thiazole-5-carboxylic acid CC1=NSC(=C1)C(=O)O